4-methylsulfanyl-1-oxobutane-2-carbamate CSCCC(C=O)NC(=O)[O-]